1-(2-((2-methylquinazolin-4-yl)oxy)ethyl)-3-phenylpyrrolidin-3-ol CC1=NC2=CC=CC=C2C(=N1)OCCN1CC(CC1)(O)C1=CC=CC=C1